2-cyclohexyl-2-(3-chloro-3-isobutyl-5-methylhexyl)-1-ethoxy-3-methoxypropane C1(CCCCC1)C(COCC)(COC)CCC(CC(C)C)(CC(C)C)Cl